4,4'-diiodo-trans-stilbene IC1=CC=C(C=C1)\C=C\C1=CC=C(C=C1)I